acryloxypentyl-trichlorosilane C(C=C)(=O)OCCCCC[Si](Cl)(Cl)Cl